N-benzyl-3-((7-chloroisoquinolin-1-yl)amino)benzamide C(C1=CC=CC=C1)NC(C1=CC(=CC=C1)NC1=NC=CC2=CC=C(C=C12)Cl)=O